2-((2R,4S)-2-(((S)-1-(((6-amino-2-methylpyridin-3-yl)methyl)amino)-1-oxopropan-2-yl)carbamoyl)-4-phenylpiperidin-1-yl)acetic acid trifluoroacetate salt FC(C(=O)O)(F)F.NC1=CC=C(C(=N1)C)CNC([C@H](C)NC(=O)[C@@H]1N(CC[C@@H](C1)C1=CC=CC=C1)CC(=O)O)=O